N-(2-Cyanoethyl)-6-{4-[1-(propan-2-yl)piperidin-4-yl]-1,4-diazepan-1-yl}pyridine-2-carboxamide C(#N)CCNC(=O)C1=NC(=CC=C1)N1CCN(CCC1)C1CCN(CC1)C(C)C